(R)-(2-Chlorophenyl)(cyclopropyl)methanamine ClC1=C(C=CC=C1)[C@H](N)C1CC1